[Na].[Na].[K] potassium sodium, sodium salt